C(C)C=1C(NC=2C=C(C=NC2C1)CN1CCN(CC1)C=1C=CC(=NC1)C(=O)NCCOCCNC(C1=CC=C(C=C1)C1CCN(CC1)C(=O)C1=CC=CC2=C(C=CC=C12)C(F)(F)F)=O)=O 5-(4-((7-ethyl-6-oxo-5,6-dihydro-1,5-naphthyridin-3-yl)methyl)piperazin-1-yl)-N-(2-(2-(4-(1-(5-(trifluoromethyl)-1-naphthoyl)piperidin-4-yl)benzamido)ethoxy)ethyl)picolinamide